trisulfomethane S(=O)(=O)(O)C(S(=O)(=O)O)S(=O)(=O)O